ClC1=C(C=CC=C1)C1=NC=2N(C(NC(C2N1C1=CC=C(C=C1)Cl)=O)=O)CC1=CC=C(C(=O)O)C=C1 4-[[8-(2-chlorophenyl)-7-(4-chlorophenyl)-2,6-dioxo-1H-purin-3-yl]methyl]benzoic acid